1-(1H-benzo[d]imidazol-5-yl)-3-cyclopropyl-4-(2,6-difluoro-4-(3-(trifluoromethyl)-1H-pyrazol-1-yl)phenyl)azetidin-2-one N1C=NC2=C1C=CC(=C2)N2C(C(C2C2=C(C=C(C=C2F)N2N=C(C=C2)C(F)(F)F)F)C2CC2)=O